4-(4-Methoxyphenyl)-N,N-dimethylbutanamide COC1=CC=C(C=C1)CCCC(=O)N(C)C